tert-butyl pyrazolo[1,5-a]pyridin-6-ylcarbamate N1=CC=C2N1C=C(C=C2)NC(OC(C)(C)C)=O